FC1=C(OC2=C3C(=NC=C2)NC=C3C=3C=C(C(=O)NC)C=C(C3)F)C(=CC(=C1)NC=1OC[C@@](CN1)(CO)F)F |r| (+/-)-3-[4-(2,6-difluoro-4-{[5-fluoro-5-(hydroxymethyl)-5,6-dihydro-4H-1,3-oxazin-2-yl]amino}phenoxy)-1H-pyrrolo[2,3-b]pyridin-3-yl]-5-fluoro-N-methylbenzamide